(3aR,6R,7aR)-1-(7,8-dihydrofuro[3,2-e][1,3]benzothiazol-2-yl)-6-(fluoromethyl)hexahydropyrano[3,4-d]imidazol-2(3H)-one N1=C(SC2=C1C1=C(C=C2)OCC1)N1C(N[C@@H]2[C@H]1C[C@@H](OC2)CF)=O